O1COC2=C1C=CC(=C2)CCN2C(N(C1=CC=CC=C1C2=O)CC2=CC=C(C(=O)NO)C=C2)=O 4-((3-(2-(benzo[d][1,3]dioxol-5-yl)ethyl)-2,4-dioxo-3,4-dihydroquinazolin-1(2H)-yl)methyl)-N-hydroxybenzoamide